C(C)(=O)C1=C(N(C(=C1)C#CCCC#N)C1=CC=C(C#N)C=C1)C 4-(3-acetyl-5-(4-cyanobut-1-yn-1-yl)-2-methyl-1H-pyrrol-1-yl)benzonitrile